COC(=O)CCC1C2C=CC(C1)C2=O 5-methoxycarbonylethyl-7-oxo-bicyclo[2.2.1]Hept-2-ene